2-cyclooctyl-N-(2-oxospiro[indoline-3,4'-tetrahydropyran]-6-yl)-2-{[2-(pyridin-4-yl)acetyl]amino}acetamide C1(CCCCCCC1)C(C(=O)NC1=CC=C2C(=C1)NC(C21CCOCC1)=O)NC(CC1=CC=NC=C1)=O